FC(C(=O)O)(F)F.N1CCC1 azetidine Trifluoroacetate salt